N1=C(C=CC=C1)CC(=O)NC=1SC(=NN1)C1CN(CC1)C=1SC(=NN1)NC(CC1=CC(=CC=C1)OC(F)(F)F)=O 2-(Pyridin-2-yl)-N-(5-(1-(5-(2-(3-(trifluoromethoxy)phenyl)acetamido)-1,3,4-thiadiazol-2-yl)pyrrolidin-3-yl)-1,3,4-thiadiazol-2-yl)acetamide